tert-Butyl 4-(3-(4-bromophenyl)ureido)piperidine-1-carboxylate BrC1=CC=C(C=C1)NC(NC1CCN(CC1)C(=O)OC(C)(C)C)=O